C(CCCCCCC(=O)OCC(COC(CCC(CCCC)OC(NCCN1CCCC1)=O)=O)(COC(CCCCCCC(OCC\C=C/CCCCC)=O)=O)COC(CCCCCCC(=O)OCC\C=C/CCCCC)=O)(=O)OCC\C=C/CCCCC O8-[2,2-bis[[8-[(Z)-non-3-enoxy]-8-oxo-octanoyl]oxymethyl]-3-[4-(2-pyrrolidin-1-ylethylcarbamoyloxy)octanoyloxy] propyl] O1-[(Z)-non-3-enyl] octanedioate